C[C@H]1C[C@@]2(CN1)CC=1C(=CN=CC1)O2 (2R,5'S)-5'-methyl-3H-spiro[furo[2,3-c]pyridine-2,3'-pyrrolidine]